C(C)(=O)N[C@H]1[C@@H](OCCCN=[N+]=[N-])O[C@@H]([C@@H]([C@@H]1O)O)CO 3-azidopropyl 2-acetamido-2-deoxy-α-D-galactopyranoside